C(N)(O[C@@H](C([2H])([2H])N1N=CN=N1)C1=C(C=C(C=C1)[2H])Cl)=O (R)-1-(2-chlorophenyl-4-d)-2-(2H-tetrazol-2-yl)ethyl-2,2-d2 carbamate